NCCCNCCCCNCCCN Anti-N,N'-Bis(3-aminopropyl)-1,4-diaminobutane